2-(4-methoxyphenethyl)chromone COC1=CC=C(CCC=2OC3=CC=CC=C3C(C2)=O)C=C1